S(=O)(=O)([O-])[O-].[Na+].C(CCCCCCCCCCCCCCC)CCCCCCCCCCCCCCCCCCO.[Na+] cetylstearyl alcohol sodium sulfate